methyl 3-(1-cyanocyclopropyl)-5-isopropyl-1-methyl-pyrrole-2-carboxylate C(#N)C1(CC1)C1=C(N(C(=C1)C(C)C)C)C(=O)OC